O[C@@H]1C[C@H](N(C1)C(C(C(C)C)C1=CC(=NO1)OC)=O)C=1NC=C(N1)C(=O)N(CC1=CC=C(C=C1)C1=CC(=NC=C1)C)C 2-[(2S,4R)-4-hydroxy-1-[2-(3-methoxyisoxazol-5-yl)-3-methyl-butyryl]pyrrolidin-2-yl]-N-methyl-N-[[4-(2-methyl-4-pyridinyl)phenyl]methyl]-1H-imidazole-4-carboxamide